ClC=1C(=C(C(=CC1)C(F)F)C1=CN=CC(=N1)C(=O)NC=1C=NN(C1)CC=1C=NC(=CC1)N1C2C(CC1)OCC2)F 6-(3-Chloro-6-(difluoromethyl)-2-fluorophenyl)-N-(1-((6-(hexahydro-4H-furo[3,2-b]pyrrol-4-yl)pyridin-3-yl)methyl)-1H-pyrazol-4-yl)pyrazine-2-carboxamide